methyl-(2H)phthalazin-1-one CN1C(C2=CC=CC=C2C=N1)=O